(Azetidin-3-ylmethyl)dimethylphosphine oxide trifluoroacetate FC(C(=O)O)(F)F.N1CC(C1)CP(C)(C)=O